N-[(1R)-1-[3-amino-5-(trifluoromethyl)phenyl]ethyl]-6-(1,1-dioxothian-4-yl)-7-methoxy-2-methyl-quinazolin-4-amine formate salt C(=O)O.NC=1C=C(C=C(C1)C(F)(F)F)[C@@H](C)NC1=NC(=NC2=CC(=C(C=C12)C1CCS(CC1)(=O)=O)OC)C